diethyl-hexyl-butamidotriazinone C(C)C(C(=O)NC=1C(NN=NC1CCCCCC)=O)(CC)CC